O1[C@@H](COCC1)COC1=C(C=CC=C1)C1CCN(CC1)[C@H]1CC2(CN(C2)C=2OC=NN2)CC1 2-((R)-6-(4-(2-(((S)-1,4-dioxan-2-yl)methoxy)phenyl)piperidin-1-yl)-2-azaspiro[3.4]octan-2-yl)-1,3,4-oxadiazole